[Cl-].[Cl-].[Zr+2].CC(C1=C(C=CC=2C3=CC=C(C=C3CC12)C(C)(C)C)C(C)(C)C)(C1C=CC=C1)CCC=C 1-(methyl)-1-(3-butenyl)-1-(cyclopentadienyl)-1-(2,7-di-t-butylfluorenyl)methane zirconium dichloride